(+/-)-1-(3-(8-amino-6-(4-methylpyridin-3-yl)-2,7-naphthyridin-3-ylamino)-1-methyl-1H-pyrazol-5-yl)ethanol NC=1N=C(C=C2C=C(N=CC12)NC1=NN(C(=C1)[C@@H](C)O)C)C=1C=NC=CC1C |r|